diethyldimethylsilaneOne C(C)C([Si](=O)C)CC